benzyl (1R,5S,E)-3-benzyl-6-(cyanomethylene)-3,8-diazabicyclo[3.2.1]octane-8-carboxylate C(C1=CC=CC=C1)N1C[C@H]2C\C(\[C@@H](C1)N2C(=O)OCC2=CC=CC=C2)=C/C#N